(S)-3-(2,4-Difluoro-phenyl)-N-[1-(3-morpholin-4-yl-phenyl)-ethyl]-acrylamide FC1=C(C=CC(=C1)F)C=CC(=O)N[C@@H](C)C1=CC(=CC=C1)N1CCOCC1